(3S,4S)-1-[4-({8-[(2R,3S)-3-(methanesulfonyl-methyl)-2-methylazetidin-1-yl]-5-(propan-2-yl)isoquinolin-3-yl}amino)pyrimidin-2-yl]-3-methoxy-piperidin-4-ol CS(=O)(=O)C[C@@H]1[C@H](N(C1)C=1C=CC(=C2C=C(N=CC12)NC1=NC(=NC=C1)N1C[C@@H]([C@H](CC1)O)OC)C(C)C)C